COC(CCCNC=1C=CC(=C(C(=O)OC(C)(C)C)C1)C)=O tert-butyl 5-((4-methoxy-4-oxobutyl)amino)-2-methylbenzoate